C(C)(C)(C)OC(=O)N1[C@H]2CN(C[C@@H]1CC2)C=2C1C(N=C(N2)Cl)CN(CC1)CC1=CC=CC=C1 (1R,5S)-3-(7-benzyl-2-chloro-4a,5,6,7,8,8a-hexahydropyrido[3,4-d]pyrimidin-4-yl)-3,8-diazabicyclo[3.2.1]octane-8-carboxylic acid tert-butyl ester